C(C)(C)(C)OC(=O)N1CC2(C1)CCC(CC2)N2N=C(C(=C2)[N+](=O)[O-])C(F)F 7-(3-(difluoromethyl)-4-Nitro-1H-pyrazol-1-yl)-2-azaspiro[3.5]nonane-2-carboxylic acid tert-butyl ester